ChlorinE 6-chloro-1-(tetrahydro-2H-pyran-2-yl)-1H-pyrazolo[4,3-c]pyridine ClC1=CC2=C(C=N1)C=NN2C2OCCCC2.[Cl]